3-[2-carboxy-5-(2H-1,2,3-triazol-4-yl)benzamido]-3',4'-difluoro-[1,1'-biphenyl] C(=O)(O)C1=C(C(=O)NC=2C=C(C=CC2)C2=CC(=C(C=C2)F)F)C=C(C=C1)C1=NNN=C1